BrCC=1C(=NC=CC1)[N+](=O)[O-] 3-(bromomethyl)-2-nitropyridine